ClC1=CC=C(C=C1)C=1NC(=NN1)SC(C(=O)C1=C(C=CC(=C1)F)F)C 2-((5-(4-chlorophenyl)-4H-1,2,4-triazol-3-yl)thio)-1-(2,5-difluorophenyl)propan-1-one